C1(CC1)C1=CC(=NN1)NC1=CC(=CC(=N1)C=1C=C(C=CC1)NC(C=C)=O)C(=O)N1CCOCC1 N-(3-(6-(5-cyclopropyl-1H-pyrazol-3-ylamino)-4-(morpholine-4-carbonyl)pyridin-2-yl)phenyl)acrylamide